N[C@H](CCCCN)C(=O)N1CCC(CC1)SCC1=NC2=C(C=CC=C2C(N1)=O)C 2-(((1-(D-lysyl)piperidin-4-yl)thio)methyl)-8-methylquinazolin-4(3H)-one